C(#N)C1=CC(=C(C=C1)C1=C2CN(CC2=CC=C1)C#N)C 4-(4-cyano-2-methylphenyl)isoindoline-2-carbonitrile